FC1(CC1)C(=O)N1CC2(C1)C[C@@H](CC2)N2CCC(CC2)C2=C(C=CC=C2)OC2CCOCC2 (R)-(1-fluorocyclopropyl)(6-(4-(2-((tetrahydro-2H-pyran-4-yl)oxy)phenyl)piperidin-1-yl)-2-azaspiro[3.4]octan-2-yl)methanone